SCCCCCO 5-Mercaptopentan-1-ol